7-(((tert-butyldiphenylsilyl)oxy)methyl)-4-(3,5-dimethoxybenzyl)-9-(4-fluoro-2-methylphenyl)-2-methyl-3,4-dihydrobenzo[f][1,4]oxazepin-5(2H)-one [Si](C1=CC=CC=C1)(C1=CC=CC=C1)(C(C)(C)C)OCC=1C=C(C2=C(C(N(CC(O2)C)CC2=CC(=CC(=C2)OC)OC)=O)C1)C1=C(C=C(C=C1)F)C